ClC1=CC=C(OC2=C(C=C(C=C2)NC(CC2=CC=C(C=C2)C(F)F)=O)S(N)(=O)=O)C=C1 N-[4-(4-chlorophenoxy)-3-sulfamoylphenyl]-2-[4-(difluoromethyl)phenyl]acetamide